(R)-6-chloro-3-((1-(2-(4-(4-fluoro-1H-pyrazol-3-yl)piperidin-1-yl)-3,6-dimethyl-4-oxo-3,4-dihydroquinazolin-8-yl)ethyl)amino)-N-(methylsulfonyl)picolinamide ClC1=CC=C(C(=N1)C(=O)NS(=O)(=O)C)N[C@H](C)C=1C=C(C=C2C(N(C(=NC12)N1CCC(CC1)C1=NNC=C1F)C)=O)C